4-(1-(4-chlorophenyl)-1H-1,2,3-triazol-4-yl)benzaldehyde ClC1=CC=C(C=C1)N1N=NC(=C1)C1=CC=C(C=O)C=C1